NC(CN1N=C(C=C1)COC1=CC=CC(=N1)C1=CC(=C(C=C1F)CC=1N(C2=C(N1)C=CC(=C2)C(=O)O)C[C@H]2OCC2)F)=O 2-[[4-[6-[[1-(2-amino-2-oxo-ethyl)pyrazol-3-yl]methoxy]-2-pyridyl]-2,5-difluoro-phenyl]methyl]-3-[[(2S)-oxetan-2-yl]methyl]benzimidazole-5-carboxylic acid